2-(6,7-dihydro-4H-pyrazolo[1,5-a]pyrazin-5-yl)-N-[1-(1H-indol-3-ylmethyl)pentyl]thiazole-5-carboxamide N1=CC=C2N1CCN(C2)C=2SC(=CN2)C(=O)NC(CCCC)CC2=CNC1=CC=CC=C21